NCCC(CCN(C1=CC=C(C=C1)C1(CC1)C#N)C1=C(C=CC(=C1)C=1C(=NOC1C)C)C)C 1-(4-((5-amino-3-methylpentyl)(5-(3,5-dimethylisoxazol-4-yl)-2-methylphenyl)amino)phenyl)cyclopropane-1-carbonitrile